(R)-4-(5-(5-fluoro-2-methoxypyridin-4-yl)-1H-pyrazole-3-carbonyl)-N-((3R,6s)-1-methyl-6-(trifluoromethyl)piperidin-3-yl)-4-azaspiro[2.5]octane-7-carboxamide FC=1C(=CC(=NC1)OC)C1=CC(=NN1)C(=O)N1C2(CC2)C[C@@H](CC1)C(=O)N[C@H]1CN([C@@H](CC1)C(F)(F)F)C